C(C1=CC=CC=C1)N(C=1SC(=C(N1)C1=CC(=C(C=C1)Cl)Cl)C(=O)NC)CCC(=O)NC 2-(benzyl(3-(methylamino)-3-oxopropyl)amino)-4-(3,4-dichlorophenyl)-N-methylthiazole-5-carboxamide